(S)-N-((7-fluoroquinoxalin-6-yl)methyl)-4-(3-methylpiperazin-1-yl)-5-(trifluoromethyl)pyridin-3-amine FC1=C(C=C2N=CC=NC2=C1)CNC=1C=NC=C(C1N1C[C@@H](NCC1)C)C(F)(F)F